S-{11-[(R)-[1-benzyl-4-(2,5-difluorophenyl)-1H-pyrrol-2-yl](cyclohexyl)methyl]-2,2-dimethyl-6,12-dioxo-5-oxa-7,11-diaza-2-silatridecan-13-yl}-L-cysteine C(C1=CC=CC=C1)N1C(=CC(=C1)C1=C(C=CC(=C1)F)F)[C@H](N(CCCNC(OCC[Si](C)(C)C)=O)C(CSC[C@H](N)C(=O)O)=O)C1CCCCC1